3-(5-(3-amino-1-isopropyl-7-(pyrrolidin-1-ylmethyl)-1H-pyrazolo[4,3-b]pyridin-5-yl)-1-oxoisoindolin-2-yl)piperidine-2,6-dione NC1=NN(C=2C1=NC(=CC2CN2CCCC2)C=2C=C1CN(C(C1=CC2)=O)C2C(NC(CC2)=O)=O)C(C)C